1-(2-fluoro-4-methylphenyl)-2,5-dimethyl-1H-pyrrole FC1=C(C=CC(=C1)C)N1C(=CC=C1C)C